C1(CCCCC1)OCCCCO 4-(cyclohexyloxy)butan-1-ol